N-[5-cyclopropyl-4-(2-methylphenoxy)-6-(o-tolyl)pyrimidin-2-yl]-1-methyl-pyrazole-4-sulfonamide C1(CC1)C=1C(=NC(=NC1C1=C(C=CC=C1)C)NS(=O)(=O)C=1C=NN(C1)C)OC1=C(C=CC=C1)C